methyl {[6-(benzyloxy)-4-bromo-3-{(2S)-2-[(tert-butoxycarbonyl)amino]-4-oxobutyl}-2-fluorophenyl](trifluoroacetyl)amino}acetate C(C1=CC=CC=C1)OC1=CC(=C(C(=C1N(C(C(F)(F)F)=O)CC(=O)OC)F)C[C@@H](CC=O)NC(=O)OC(C)(C)C)Br